C(O)(O)=O.C12(C(CCCC1)O2)CC21C(CCCC2)O1 4-epoxycyclohexylmethyl-3,4-epoxycyclohexane carbonate